(R)-1'-(6-((2-amino-3-chloropyridin-4-yl)thio)-1,2,4-triazin-3-yl)-6-methyl-1,3-dihydrospiro[indene-2,4'-piperidin]-1-amine NC1=NC=CC(=C1Cl)SC1=CN=C(N=N1)N1CCC2(CC1)[C@H](C1=CC(=CC=C1C2)C)N